FC1=C(OC2=CC=NC3=CC(=C(C=C23)OCC)OCCC(=O)[O-])C=CC(=C1)NC(=O)C1(CC1)C(NC1=CC=C(C=C1)F)=O.[K+] Kalium 3-[[4-[2-Fluoro-4-[[1-[(4-fluorophenyl)carbamoyl]cyclopropanecarbonyl] amino]phenoxy]-6-ethoxy-7-quinolyl]oxy]propionat